NC=1C(=CC(=C(C1)NC1=NC=C(C(=N1)N1CC(C2=NC(=CC=C21)Cl)(C)C)C(=O)OC(C)C)OC)N(C)CCN(C)C isopropyl 2-((5-amino-4-((2-(dimethylamino)ethyl)(methyl)amino)-2-methoxyphenyl)amino)-4-(5-chloro-3,3-dimethyl-2,3-dihydro-1H-pyrrolo[3,2-b]pyridin-1-yl)pyrimidine-5-carboxylate